lithium iron manganese [Mn].[Fe].[Li]